ClC=1C=CC(=NC1)NC(=O)C1=NC=CN=C1C(=O)NC1=NC=C(C=C1)Cl pyrazine-2,3-dicarboxylic acid bis[(5-chloro-pyridin-2-yl)-amide]